C(C=C)(=O)OCCC1=C(C=CC=C1)P(O)(O)=S acryloyloxyethyl-phenyl-thiophosphonic acid